3-(1-oxo-5-((4-((5-phenylpyrazin-2-yl)methyl)piperazin-1-yl)methyl)isoindolin-2-yl)piperidine-2,6-dione O=C1N(CC2=CC(=CC=C12)CN1CCN(CC1)CC1=NC=C(N=C1)C1=CC=CC=C1)C1C(NC(CC1)=O)=O